C1(CC1)C=1SC2=C(N1)NC(=C2)C(=O)NC2CC[Si](CC2)(C)C 2-cyclopropyl-N-(1,1-dimethylsilacyclohex-4-yl)-4H-pyrrolo[2,3-d]thiazole-5-carboxamide